C(C)(C)(C)OC(=O)N1CCN(CC1)C1=C(C(=NC2=C(C(=C(C=C12)Cl)Br)F)NC(C)=O)C#N 4-(2-acetylamino-7-bromo-6-chloro-3-cyano-8-fluoroquinolin-4-yl)piperazine-1-carboxylic acid tert-butyl ester